C(=C)OCC12CC3(CC(CC(C1)C3)C2)C23CC1(CC(CC(C2)C1)C3)COC=C 3,3'-bis[(ethenyloxy)methyl]-1,1'-bitricyclo[3.3.1.13,7]decane